C(C)OC(CC1=COC2=C1C=CC=C2)=O 2-(benzofuran-3-yl)acetic acid ethyl ester